CC=1CN(C=CN1)[C@H]1CNCCC1 (R)-3-methyl-1-(piperidin-3-yl)pyrazin